8-chloro-4-(1-(methylamino)ethyl)isoquinolin-1(2H)-one ClC=1C=CC=C2C(=CNC(C12)=O)C(C)NC